FC(C=1C=C(C=C(C1)C(F)(F)F)N(C1=CC=C(C=N1)C(=O)O)CC(C)C)(F)F 6-{[3,5-bis(trifluoromethyl)phenyl](2-methylpropyl)amino}pyridine-3-carboxylic Acid